3-methylpyrido[3,4-e]benzopyridine-2-amine CC1=C(N=C2C3(C1)C(=CC=C2)C=CN=C3)N